1-(2-methoxyethyl)-3-methylimidazolium bromide [Br-].COCCN1C=[N+](C=C1)C